NC(C#CC=1C=CC(=C(C(=O)NC2=CC=C(C=C2)S(=O)(=O)N2CCN(CC2)C2=CC(=CC(=C2)Cl)Cl)C1)N(S(=O)(=O)C)C)(C)C 5-(3-Amino-3-methylbut-1-yn-1-yl)-N-(4-((4-(3,5-dichlorophenyl)piperazin-1-yl)sulfonyl)phenyl)-2-(N-methylmethylsulfonamido)benzamide